FC1=NC(=CC=C1C=1N(C2=CC=CC=C2C1)C(=O)OC(C)(C)C)N1CCOCC1 tert-Butyl 2-(2-fluoro-6-morpholinopyridin-3-yl)-1H-indole-1-carboxylate